(S)-N-(2-(6,6-Dimethyl-4,5,6,7-tetrahydro-1H-indazol-3-yl)-3H-imidazo[4,5-b]pyridin-6-yl)-N-methyl-2-morpholinopropanamide CC1(CCC=2C(=NNC2C1)C1=NC=2C(=NC=C(C2)N(C([C@H](C)N2CCOCC2)=O)C)N1)C